ClC1=NC(=C2N=CN(C2=N1)C)NC=1C(=NN(C1)CCOCCOCCOCCOCCNC(OCC[Si](C)(C)C)=O)OC 2-trimethylsilylethyl N-[2-[2-[2-[2-[2-[4-[(2-chloro-9-methyl-purin-6-yl)amino]-3-methoxy-pyrazol-1-yl]ethoxy]ethoxy]ethoxy]ethoxy]ethyl]carbamate